FC=1C=C(C=CC1)C1CC(C1)NC(=O)C1=NC=CC(=N1)C1=CN=CN1C N-((1r,3r)-3-(3-fluorophenyl)cyclobutyl)-4-(1-methyl-1H-imidazol-5-yl)pyrimidine-2-carboxamide